1-(chloromethyl)-1,3,4-trimethylbenzene ClCC1(CC(=C(C=C1)C)C)C